3-(2-Hydroxyethoxy)-10-methoxy-5,6,7,8,13,13a-hexahydroisoquinolino[2,1-b]isoquinolin-9-yl benzenesulfonate C1(=CC=CC=C1)S(=O)(=O)OC1=C(C=CC=2CC3N(CC12)CCC=1C=C(C=CC13)OCCO)OC